1-(4-((4-((4-(2-fluoro-3-(trifluoromethyl)phenoxy)-2-(2-hydroxypropan-2-yl)phenyl)amino)-7-methoxyquinazolin-6-yl)Oxy)piperidin-1-yl)prop-2-en-1-one FC1=C(OC2=CC(=C(C=C2)NC2=NC=NC3=CC(=C(C=C23)OC2CCN(CC2)C(C=C)=O)OC)C(C)(C)O)C=CC=C1C(F)(F)F